2-heptacosanoyl-sn-glycero-3-phosphoethanolamine C(CCCCCCCCCCCCCCCCCCCCCCCCCC)(=O)O[C@H](CO)COP(=O)(O)OCCN